CC(C(=O)NS(=O)(=O)C)C 2-methyl-N-(methylsulfonyl)propionamide